{6-[4-(2-Fluoro-ethyl)-piperazin-1-yl]-2-methyl-pyrimidin-4-yl}-(5-pyridin-3-yl-thiazol-2-yl)-amine hydrochloride Cl.FCCN1CCN(CC1)C1=CC(=NC(=N1)C)NC=1SC(=CN1)C=1C=NC=CC1